3-fluorobenzoic acid tert-butyl ester C(C)(C)(C)OC(C1=CC(=CC=C1)F)=O